FC1=C(C=CC=C1F)CC1(CCC1)CN 1-[1-[(2,3-difluorophenyl)methyl]cyclobutyl]methanamine